S(=O)(=O)([O-])[O-].[Sb+3].[O-2].[O-2].[Ti+4] titanium dioxide antimony sulfate